CC(C)N1CNC=2C1=C1C(=NC2)NC=C1 N-(propan-2-yl)-3,6-dihydroimidazo[4,5-d]pyrrolo[2,3-b]pyridine